amino-4-chloro-4''-(3-(pyridin-3-yl)ureido)-[1,1':3',1''-terphenyl]-5'-carboxamide NC1=C(C=CC(=C1)Cl)C1=CC(=CC(=C1)C(=O)N)C1=CC=C(C=C1)NC(=O)NC=1C=NC=CC1